C(CC)CCO[Si](OCC)(OCC)C(=O)O propylcarboxytriethoxysilane